C(C)(C)(C)OC(N[C@@H]1C2=CC=CC=C2CC12CCN(CC2)C2=CC(=CC(=C2)C)Br)=O (S)-(1'-(3-bromo-5-methylphenyl)-1,3-dihydrospiro[indene-2,4'-piperidin]-1-yl)carbamic acid tert-butyl ester